(2R)-2-{[(E)-{2-chloro-4-fluoro-5-[3-methyl-2,6-dioxo-4-(trifluoromethyl)-3,6-dihydropyrimidin-1(2H)-yl]benzylidene}amino]oxy}butanoic acid ClC1=C(\C=N\O[C@@H](C(=O)O)CC)C=C(C(=C1)F)N1C(N(C(=CC1=O)C(F)(F)F)C)=O